7'-[2,6-difluoro-4-[2-(3-pyridyl)ethynyl]phenyl]-3'-(2-methylpyrazol-3-yl)spiro[cyclopropane-1,5'-imidazo[1,2-a]imidazole]-6'-one FC1=C(C(=CC(=C1)C#CC=1C=NC=CC1)F)N1C(C2(N3C1=NC=C3C=3N(N=CC3)C)CC2)=O